2H-benzo[H]Chromene O1CC=CC2=CC=C3C(=C12)C=CC=C3